C1(C2C(CCC1)O2)OCCOC2C1C(CCC2)O1 1,2-bis-(2,3-epoxycyclohexyloxy)-ethane